Monomethylthiotoluenediamine CSC(C1=CC=CC=C1)(N)N